6-(tert-butyl)-3-(2,4-dichlorophenyl)-7H-[1,2,4]triazolo[3,4-b][1,3,4]thiadiazine C(C)(C)(C)C1=NN2C(SC1)=NN=C2C2=C(C=C(C=C2)Cl)Cl